O1CCC2=C1C=CC(=C2)C2=CC=C1C(=NNC1=C2)NC(=O)N2CCN(CC2)CC N-(6-(2,3-dihydrobenzofuran-5-yl)-1H-indazol-3-yl)-4-ethylpiperazine-1-carboxamide